N-nitroso-N-methylaniline N(=O)N(C1=CC=CC=C1)C